BrC1=CC=C(C=N1)N1C[C@H](O[C@H](C1)C)C (cis)-4-(6-bromopyridin-3-yl)-2,6-dimethylmorpholine